O1CCN(CC1)C=1C=C(C=C(C1)S(=O)(=O)C1=CC=C(C=C1)OC(F)(F)F)C=1C=NC(=NC1)N 5-(3-morpholino-5-((4-(trifluoromethoxy)phenyl)sulfonyl)phenyl)pyrimidin-2-amine